(S)-1-(1-(6-ethoxy-5-methoxypyridin-2-yl)-2-(methylsulfonyl)ethyl)-5-(4-fluoro-2-methylphenyl)-3-methyl-1H-benzo[d]imidazol-2(3H)-one C(C)OC1=C(C=CC(=N1)[C@@H](CS(=O)(=O)C)N1C(N(C2=C1C=CC(=C2)C2=C(C=C(C=C2)F)C)C)=O)OC